(1R,2S,5S)-3-[(2S,3R)-3-tert-butoxy-2-[(2,2,2-trifluoroacetyl)amino]butanoyl]-N-[cyano-(1-methyl-2-oxo-4-quinolyl)methyl]-6,6-dimethyl-3-azabicyclo[3.1.0]hexane-2-carboxamide C(C)(C)(C)O[C@@H]([C@@H](C(=O)N1[C@@H]([C@H]2C([C@H]2C1)(C)C)C(=O)NC(C1=CC(N(C2=CC=CC=C12)C)=O)C#N)NC(C(F)(F)F)=O)C